ClC=1C=NN(C1)CC(=O)[C@H]1[C@@H]2[C@H](C3[C@@]1(CC[C@@H]1[C@H]4CC[C@@](CC4CCC31)(C)O)C)CCC2 2-(4-chloro-1H-pyrazol-1-yl)-1-((2R,4aS,4bR,6aS,7S,7aS,8aR,8bR,8cR,10aR)-2-hydroxy-2,6a-dimethyloctadecahydrocyclopenta[4,5]cyclopenta[1,2-a]phenanthren-7-yl)ethan-1-one